(R)-1,3'-Bipyrrolidine N1(CCCC1)[C@H]1CNCC1